1-(3-chloro-4-tolyl)-3-((5-(2,6-dioxopiperidin-3-yl)-6-oxo-5,6-dihydro-4H-thieno[2,3-c]pyrrol-3-yl)methyl)urea ClC=1C=C(C=CC1NC(=O)NCC1=CSC=2C(N(CC21)C2C(NC(CC2)=O)=O)=O)C